2-methyl-3-(4-methoxycarbonylphenyl)-8-methoxyisoquinoline trifluoromethanesulfonate FC(S(=O)(=O)O)(F)F.CN1CC2=C(C=CC=C2C=C1C1=CC=C(C=C1)C(=O)OC)OC